diphenyl-{benzophenone} C1(=CC=CC=C1)C=1C(=C(C(=O)C2=CC=CC=C2)C=CC1)C1=CC=CC=C1